2-(4-((tert-butoxycarbonyl)amino)-2-oxopyrimidine-1(2H)-yl)acetic acid C(C)(C)(C)OC(=O)NC1=NC(N(C=C1)CC(=O)O)=O